C(N)(OC1CCC(CC1)C=1SC(=CN1)C1=C(C=C(C=C1)NC=1N(C=CN1)C)S(NCC)(=O)=O)=O [4-[5-[2-(ethylsulfamoyl)-4-[(1-methylimidazol-2-yl) amino] phenyl] thiazol-2-yl] cyclohexyl] carbamate